2-(4-chloro-5-ethyl-6-oxo-pyridazin-1-yl)-N-[4-methyl-3-[2-(2-pyridyl)ethylsulfamoyl]phenyl]propanamide ClC=1C=NN(C(C1CC)=O)C(C(=O)NC1=CC(=C(C=C1)C)S(NCCC1=NC=CC=C1)(=O)=O)C